3-[2-(8-chloro-4-oxo-chromen-2-yl)-5-methyl-phenoxy]-N-cyclopropylsulfonyl-cyclobutanecarboxamide ClC=1C=CC=C2C(C=C(OC12)C1=C(OC2CC(C2)C(=O)NS(=O)(=O)C2CC2)C=C(C=C1)C)=O